(2R,5S)-3-hydroxy-5-(5-methyl-2,4-dioxo-3,4-dihydropyrimidin-1(2H)-yl)tetrahydrofuran-2-carboxylic acid OC1[C@@H](O[C@@H](C1)N1C(NC(C(=C1)C)=O)=O)C(=O)O